7-chloro-4-methyl-1,8-naphthyridin-2-ol ClC1=CC=C2C(=CC(=NC2=N1)O)C